(1R,5S)-3-azaspiro[bicyclo[3.2.1]octane-8,1'-cyclopropane] hydrochloride Cl.C12(CC1)[C@@H]1CNC[C@H]2CC1